C(C)(C)(C)OC(=O)NC1(CCN(CC1)C(=O)OCC1=CC=CC=C1)C=O benzyl 4-((tert-butoxycarbonyl) amino)-4-formylpiperidine-1-carboxylate